C(C)(C)(C)OC(=O)N1C=NC2=C1C=CC=C2 1H-benzo[d]Imidazole-1-carboxylic acid tert-butyl ester